4-hydroxy-5-methoxy-1H-1,7-naphthyridin-2-one OC1=CC(NC2=CN=CC(=C12)OC)=O